C(C1=CC=CC=C1)OC(=O)N[C@H](CN(C(OCC1=CC=CC=C1)=O)[C@@H](CO[Si](C)(C)C(C)(C)C)C=C)CC=C benzyl ((S)-2-(((benzyloxy)carbonyl)amino)pent-4-en-1-yl)((R)-1-((tert-butyldimethylsilyl)oxy)but-3-en-2-yl)carbamate